C(C)(C)N1C=NC(=C1)C(=O)N1CC2(CN(C2)C(=O)OC(C)(C)C)C1 tert-butyl 6-(1-isopropyl-1H-imidazole-4-carbonyl)-2,6-diazaspiro[3.3]heptane-2-carboxylate